FCCCN1CC(C1)CC1=CC=C(C=C1)C1=C(CCCC=2C=3C=CNC3C=CC21)C=2C=C(C=CC2)CO (3-(6-(4-((1-(3-fluoropropyl)azetidin-3-yl)methyl)phenyl)-3,8,9,10-tetrahydrocyclohepta[e]indol-7-yl)phenyl)methanol